tert-Butyl 2-[3-(dibenzylamino)-2-fluoro-4-nitrophenyl]propanoate C(C1=CC=CC=C1)N(C=1C(=C(C=CC1[N+](=O)[O-])C(C(=O)OC(C)(C)C)C)F)CC1=CC=CC=C1